[Si](C)(C)(C(C)(C)C)OC[C@@H](CSC(C1=CC=CC=C1)(C1=CC=CC=C1)C1=CC=CC=C1)O (S)-1-((tert-butyldimethylsilyl)oxy)-3-(tritylthio)propan-2-ol